FC(CNC(=O)C=1C=NN2C1C=C(C=C2)C2=CNC1=NC=C(C=C12)C(=O)NC=1C=NC(=CC1)N1CCN(CC1)C)F 3-(3-((2,2-difluoroethyl)carbamoyl)pyrazolo[1,5-a]pyridin-5-yl)-N-(6-(4-methylpiperazin-1-yl)pyridin-3-yl)-1H-pyrrolo[2,3-b]pyridine-5-carboxamide